NCC=1C=C(C=NC1)S(=O)(=O)N1CC(CC(C1)C1=CC=CC=C1)C(=O)N1CCOCC1 (1-((5-(aminomethyl)pyridin-3-yl)sulfonyl)-5-phenylpiperidin-3-yl)(morpholino)methanone